N1(N=NC=C1)CCCCS 4-(1H-1,2,3-triazol-1-yl)butane-1-thiol